7-amino-3-ethyl-5-((2-(1-(3-methoxypropyl)-2-oxo-1,2-dihydropyridin-3-yl)ethyl)amino)-2-methylpyrazolo[1,5-a]pyrimidine-6-carbonitrile NC1=C(C(=NC=2N1N=C(C2CC)C)NCCC=2C(N(C=CC2)CCCOC)=O)C#N